CN(C1=CC2=C(C(=C3C([Si]2(C=C)C=C)=CC(C=C3)=[N+](C)C)C3=C(C=CC=C3)C)C=C1)C N-(7-(Dimethylamino)-10-(o-tolyl)-5,5-divinyldibenzo[b,e]silin-3(5H)-ylidene)-N-methylmethanaminium